1,2,3-trimethylguanidine CNC(=NC)NC